ClC1=CC=C(C=C1)C1=NN(C[C@H]1C1=CC=CC=C1)C(NS(=O)(=O)C1=CC=C(C=C1)C(F)(F)F)=N/C(=N/[H])/NC(C)=O (R,E)-N-(N-((3-(4-chlorophenyl)-4-phenyl-4,5-dihydro-1H-pyrazol-1-yl)((4-(trifluoromethyl)phenyl)sulfonamido)methylene)carbamimidoyl)acetamide